[Si](C1=CC=CC=C1)(C1=CC=CC=C1)(C(C)(C)C)O[C@H]1[C@@H]([C@H](CCC1)CO)NC(OC(C)(C)C)=O |o1:18,19,20| tert-Butyl ((1R,2R,6S)-rel-2-((tert-butyldiphenylsilyl)oxy)-6-(hydroxymethyl)cyclohexyl)carbamate